FC1=C(C=C(C=C1)NC(C=C)=O)NC1=NC(=NC=C1C1=CC=C(C=C1)C(F)(F)F)NC=1SC=C(N1)C N-(4-fluoro-3-((2-((4-methylthiazol-2-yl)amino)-5-(4-(trifluoromethyl)phenyl)pyrimidin-4-yl)amino)phenyl)acrylamide